C(C1=CC=CC=C1)OC1=C(C=C(C(=O)NC2=CC(=CC=C2)C2=NN3C(S2)=NC=C3)C=C1)OC 4-(benzyloxy)-N-(3-{imidazo[2,1-b][1,3,4]thiadiazol-2-yl}phenyl)-3-methoxybenzamide